C(C)(C)(C)OC(=O)[C@@H]1N[C@H]([C@@]([C@H]1C1=C(C(=CC=C1)Cl)F)(C1=C(C=CC(=C1)Cl)F)CN)CC(C)(C)C (2R,3S,4S,5S)-4-(aminomethyl)-3-(3-chloro-2-fluorophenyl)-4-(5-chloro-2-fluorophenyl)-5-neopentylpyrrolidine-2-carboxylic acid tert-butyl ester